N,N'-dimethyl-N,N'-di-(2,3-dihydroxypropyl)-2,4,6-triiodo-isophthalamide CN(C(C1=C(C(C(=O)N(CC(CO)O)C)=C(C=C1I)I)I)=O)CC(CO)O